CC=1C=CC=2NC3=CC=C(C=C3C2C1)C1=C(C=CC=C1)C 3-methyl-6-tolyl-carbazole